(4-amino-7-fluoro-1,3-dihydrofuro[3,4-c]quinolin-8-yl)((3R,5S)-3-(6-ethoxy-3-pyridazinyl)-5-methyl-4-morpholinyl)methanone NC1=NC=2C=C(C(=CC2C2=C1COC2)C(=O)N2[C@@H](COC[C@@H]2C)C=2N=NC(=CC2)OCC)F